OCCCCCOCCCNC(OC(C)(C)C)=O tert-butyl N-{3-[(5-hydroxypentyl)oxy]propyl}carbamate